2-[(4-{2-[(2-chloro-4-cyclopropylphenoxy)methyl]-1,3-oxazole-5-carbonyl}piperazin-1-yl)methyl]-1-[(1-ethyl-1H-imidazol-5-yl)methyl]-1H-1,3-benzodiazole-6-carboxylic acid ClC1=C(OCC=2OC(=CN2)C(=O)N2CCN(CC2)CC2=NC3=C(N2CC2=CN=CN2CC)C=C(C=C3)C(=O)O)C=CC(=C1)C1CC1